NC=1C=C(C(=C2C=C(N=CC12)NC(=O)NC)I)C=1C=NC=CC1C 1-(8-amino-5-iodo-6-(4-methylpyridin-3-yl)isoquinolin-3-yl)-3-methylurea